8-(5-bromo-1-(tetrahydro-2H-pyran-2-yl)-1H-pyrazole-3-carbonyl)-N-(3-chlorobenzyl)-8-azabicyclo[3.2.1]octane-3-carboxamide BrC1=CC(=NN1C1OCCCC1)C(=O)N1C2CC(CC1CC2)C(=O)NCC2=CC(=CC=C2)Cl